Monothioglycerin C(C(CS)O)O